Cerium nitrogen chloro-5-[[2-[2-(5-chloro-6-oxo-1H-pyridazin-4-yl)ethyl]-2-azaspiro[3.3]heptan-6-yl]oxy]-2-methyl-isoquinolin-1-one ClC=1N(C(C2=CC=CC(=C2C1)OC1CC2(CN(C2)CCC=2C=NNC(C2Cl)=O)C1)=O)C.[N].[Ce]